Acryloyldimethyltaurate sodium [Na+].C(C=C)(=O)NC(C)(C)CS(=O)(=O)[O-]